ClC=1C=C(C=CC1C(=O)OC)C1N(CCC(C1)OCC)C(=O)OCC1=CC=CC=C1 Benzyl 2-(3-chloro-4-(methoxycarbonyl)phenyl)-4-ethoxypiperidine-1-carboxylate